CC1=CC(=CC=C1)C Xylol